[rac-(1S,2S)-2-(trifluoromethyl)cyclopropyl]methanone FC([C@@H]1[C@H](C1)C=O)(F)F |r|